BrC1=CC2=C(C(=N1)N1CCC(CC1)(F)F)OC=N2 6-Bromo-4-(4,4-difluoropiperidin-1-yl)oxazolo[5,4-c]pyridine